BrC=1C(=CC(=C(C1)S(=O)(=O)Cl)F)F 5-bromo-2,4-difluoro-benzenesulfonyl chloride